(trans-3-(3-cyclopropyl-1H-indazol-1-yl)cyclobutyl)methanol C1(CC1)C1=NN(C2=CC=CC=C12)[C@@H]1C[C@H](C1)CO